BrC=1C(=CC(=C(N)C1)C(=O)C1CCC1)Cl 5-bromo-4-chloro-2-cyclobutanecarbonylaniline